spiro[cyclopropane-1,6'-pyrazolo[5,1-b][1,3]oxazine] N1=CC=C2OCC3(CN21)CC3